5-[6-(tetramethyl-1,3,2-dioxaborolan-2-yl)-[1,3]oxazolo[5,4-b]pyridin-2-yl]pyridine-2-carboxylic acid methyl ester COC(=O)C1=NC=C(C=C1)C=1OC2=NC=C(C=C2N1)B1OC(C(O1)(C)C)(C)C